sodium diethylene glycol succinate C(CCC(=O)[O-])(=O)[O-].C(COCCO)O.[Na+].[Na+]